N1C=C(C2=CC=CC=C12)C1=NC(=NC=C1C)N 4-(1H-indole-3-yl)-5-methylpyrimidine-2-amine